NC=1C2=C(N=CN1)C(=C(N2C2=CC(=C(C=C2)OC2=NC=CC(=N2)C)F)C2=CC=C(C=C2)NC(C=C)=O)C(C)C N-[4-(4-amino-5-{3-fluoro-4-[(4-methylpyrimidin-2-yl)oxy]phenyl}-7-(propan-2-yl)-5H-pyrrolo[3,2-d]pyrimidin-6-yl)phenyl]acrylamide